C1=CC=C(C=C1)C2=CC=CC=C2C3=CC=CC=C3C#N cyanoterphenyl